5-(4-(2-(1-aminopiperidin-4-yl)ethyl)piperazin-1-yl)-2-((2,6-dioxopiperidin-3-yl)amino)-4-fluorobenzonitrile NN1CCC(CC1)CCN1CCN(CC1)C=1C(=CC(=C(C#N)C1)NC1C(NC(CC1)=O)=O)F